4-(4-(((benzyloxy)carbonyl)amino)piperazin-1-yl)butanoic acid C(C1=CC=CC=C1)OC(=O)NN1CCN(CC1)CCCC(=O)O